C(C)OC(=O)C1=CC2=C(N(C(=N2)NC=2SC3=C(N2)C=CC(=C3)OC(F)(F)F)C3CN(CC3)C)C=C1 1-(1-methylpyrrolidin-3-yl)-2-((6-(trifluoromethoxy)benzo[d]thiazol-2-yl)amino)-1H-benzo[d]imidazole-5-carboxylic acid ethyl ester